dimethyl (1-n-pentylbenzylidene)malonate C(CCCC)C1(C=C(C(=O)OC)C(=O)OC)CC=CC=C1